2,2-bis-trifluoromethyl-4,5-difluoro-1,3-dioxole FC(C1(OC(=C(O1)F)F)C(F)(F)F)(F)F